(4E,8Z)-Dodeca-4,8,11-trien-1-ol-13C [13CH2](CC\C=C\CC\C=C/CC=C)O